1-(3-fluoropyridin-2-yl)-N-((5-(trifluoromethoxy)pyridin-2-yl)methyl)ethan-1-amine FC=1C(=NC=CC1)C(C)NCC1=NC=C(C=C1)OC(F)(F)F